BrC1=CC(=C(C=C1)C(F)(F)F)C(F)(F)F 4-bromo-1,2-bis(trifluoromethyl)benzene